(3R,7S)-12-(benzyloxy)-3-(fluoromethyl)-1,11-dioxo-N-(2,4,6-trifluorobenzyl)-1,4,5,6,7,11-hexahydro-3H-2,7-methanopyrido[1,2-a][1,4]diazonine-10-carboxamide C(C1=CC=CC=C1)OC=1C(C(=CN2C1C(N1[C@H](CCC[C@H]2C1)CF)=O)C(=O)NCC1=C(C=C(C=C1F)F)F)=O